C(C)(C)(C)OC(=O)N1C[C@H]2C=C[C@@H](C1)N2C(C)(C)C2=CC=CC=C2 (1r,5s)-8-(2-phenylpropan-2-yl)-3,8-diazabicyclo[3.2.1]oct-6-ene-3-carboxylic acid tert-butyl ester